8-((1-(cyclopropylsulfonyl)cyclopropyl)methoxy)-1-methyl-2-oxo-1,2-dihydropyrido[2,3-d]pyridazine-3-carboxylic acid C1(CC1)S(=O)(=O)C1(CC1)COC=1N=NC=C2C1N(C(C(=C2)C(=O)O)=O)C